CC1=CC(=NC=N1)C1=CC=CC(=N1)C=1N=C(SC1)NC(CNC(OC(C)(C)C)=O)=O tert-butyl N-[2-[[4-[6-(6-methylpyrimidin-4-yl)-2-pyridyl]thiazol-2-yl]amino]-2-oxo-ethyl]carbamate